4-((2S)-2-(methoxymethyl)-4-(4-(trifluoromethyl)phenyl)pyrrolidin-1-yl)aniline COC[C@H]1N(CC(C1)C1=CC=C(C=C1)C(F)(F)F)C1=CC=C(N)C=C1